BrC=1C=C(C(C(=O)OCC(C)(C)C)=CC1)C(=O)OCC(C)(C)C di-neopentyl 4-bromophthalate